ClC=1C=NC(=C(C(=O)NC2CCC(CC2)CN2C(N(C3=C2C=CC=C3)C3=NC(=CC=C3)NC)=O)C1)C(F)F 5-chloro-2-(difluoromethyl)-N-((1r,4r)-4-((3-(6-(methyl-amino)pyridin-2-yl)-2-oxo-2,3-dihydro-1H-benzo[d]imidazol-1-yl)methyl)cyclohexyl)nicotinamide